3-[4-[(2R,5S)-5-(aminomethyl)-3-oxo-1,4-thiazepan-2-yl]phenoxy]-5-chloro-benzonitrile NC[C@H]1NC([C@H](SCC1)C1=CC=C(OC=2C=C(C#N)C=C(C2)Cl)C=C1)=O